FC1=C(N=C(C2=C1N=C(N=C2N2C[C@@](CCC2)(O)C)OC[C@H](CN2CCCCC2)C)C#CC)C2=CC(=CC1=CC=C(C=C21)F)O (R)-1-(8-fluoro-7-(7-fluoro-3-hydroxynaphthalen-1-yl)-2-(((S)-1-(piperidin-1-yl)propan-2-yl)methoxy)-5-(propynyl)pyrido[4,3-d]pyrimidin-4-yl)-3-methylpiperidin-3-ol